NCC#CC1=CC=C(C=C1)C=1CCN(CC1)C(C[C@H]1C=2N(C3=C(C(=N1)C1=CC=C(C=C1)Cl)C(=C(S3)C)C)C(=NN2)C)=O (S)-1-(4-(4-(3-aminoprop-1-yn-1-yl)phenyl)-3,6-dihydropyridin-1(2H)-yl)-2-(4-(4-chlorophenyl)-2,3,9-trimethyl-6H-thieno[3,2-f][1,2,4]triazolo[4,3-a][1,4]diazepin-6-yl)ethan-1-one